ClC1=CC(=NC=N1)N1C(C(CC1)C(C)(C)O)C racemic-2-(1-(6-chloropyrimidin-4-yl)-2-methylpyrrolidin-3-yl)propan-2-ol